lithium di(oxalate) borate B([O-])(O)O.C(C(=O)O)(=O)O.C(C(=O)O)(=O)O.[Li+]